C(C)N(C(C1=C(C=CC(=C1)F)C=1C=2N(N=C(C1)C1CCNCC1)C(=NC2)C)=O)C(C)C N-ethyl-5-fluoro-2-[7-methyl-2-(piperidin-4-yl)imidazo[1,5-b]pyridazine-4-yl]-N-(propan-2-yl)benzamide